di-1-naphthyl-N,N'-diphenylbenzidine C1(=CC=CC2=CC=CC=C12)N(C1=CC=C(C2=CC=C(N(C3=CC=CC=C3)C3=CC=CC4=CC=CC=C34)C=C2)C=C1)C1=CC=CC=C1